COC=1C=C(CN2N=CC=C2)C=C(C1)OC 1-(3,5-dimethoxybenzyl)-1H-pyrazol